FC1(CCN(CC1)CCCCCCN(C)CC1=CC=CC=2N(C(N(C21)C)=O)C2C(NC(CC2)=O)=O)F 3-(4-(((6-(4,4-difluoropiperidin-1-yl)hexyl)(methyl)amino)methyl)-3-methyl-2-oxo-2,3-dihydro-1H-benzo[d]imidazol-1-yl)piperidine-2,6-dione